CC1=C(C=CC=C1OC1CCC(CC1)CC[C@@H](C(F)(F)F)N1CCNCC1)O 2-methyl-3-(((1R,4r)-4-((S)-4,4,4-trifluoro-3-(piperazin-1-yl)butyl)cyclohexyl)oxy)phenol